OC1=C(CNC(OC(C)(C)C)=O)C=CC(=C1)C#C[Si](C)(C)C Tert-butyl 2-hydroxy-4-((trimethylsilyl)ethynyl)benzylcarbamate